Cl.FC1(C[C@@H](C[C@@H](C1)NC=1C2=C(N=CN1)SC(=C2)CC(F)(F)F)N)F (1S,3R)-5,5-difluoro-N1-[6-(2,2,2-trifluoroethyl)thieno[2,3-d]pyrimidin-4-yl]cyclohexane-1,3-diamine hydrochloride